(R)-2-(1,3-thiazol-2-yl)but-3-yn-2-ol S1C(=NC=C1)[C@@](C)(C#C)O